NC=1SC2=C(N=C(N=C2NC(CO)CC(C)C)SC(C)C2=CC=CC=C2)N1 2-[(2-amino-5-[(1-phenylethyl)thio][1,3]thiazolo[4,5-d]pyrimidin-7-yl)amino]-4-methylpentan-1-ol